4-fluoro-2,2-dioxo-1,3,2-dioxathiolane FC1OS(OC1)(=O)=O